5-bromo-1-methyl-3-((5-(oxetan-3-yl)-1H-pyrazol-3-yl)amino)pyridin-2(1H)-one BrC=1C=C(C(N(C1)C)=O)NC1=NNC(=C1)C1COC1